8-(5-bromopyrimidin-2-yl)-3-oxa-8-azabicyclo[3.2.1]octane BrC=1C=NC(=NC1)N1C2COCC1CC2